1-(2-methyl-6-(1-methyl-5-(((methylsulfonyl) oxy) methyl)-1H-1,2,3-triazol-4-yl) pyridin-3-yl) acetate C(C)(=O)OC=1C(=NC(=CC1)C=1N=NN(C1COS(=O)(=O)C)C)C